[C].ClC1=CC=C2C=CN=C(C2=C1)NC1=CC=C(C=C1)S(=O)(=O)NCC(C1=NC=CC=C1)N1CCOCC1 4-((7-chloroisoquinolin-1-yl)amino)-N-(2-morpholino-2-(pyridin-2-yl)ethyl)benzenesulfonamide Carbon